Ethyl 2-methyl-4-(3-{[7-(5-methyl-1,2,4-oxadiazol-3-yl)isoquinolin-1-yl]amino}propanamido)-1H-imidazole-1-carboxylate CC=1N(C=C(N1)NC(CCNC1=NC=CC2=CC=C(C=C12)C1=NOC(=N1)C)=O)C(=O)OCC